[N+](=O)([O-])C1=CC2=C(OCO2)C=C1 5-nitrobenzo[d][1,3]dioxolane